CN1C(C(CC1)OC1=NC=CC(=C1)NC(OCC1=CC=CC=C1)=O)=O benzyl (2-((1-methyl-2-oxopyrrolidin-3-yl)oxy)pyridin-4-yl)carbamate